OCCOC1=C2CNCC2=CC=C1 4-(2-hydroxyethoxy)isoindolin